(R)-N-[(4R)-6,8-dibromochroman-4-yl]-tert-butyl-sulfinamide BrC=1C=C2[C@@H](CCOC2=C(C1)Br)N[S@](=O)C(C)(C)C